C(C)(C)(C)OC(=O)NCC(CC(=O)O)(F)F 4-[(tert-butoxycarbonyl)amino]-3,3-difluorobutyric acid